[Na+].F[B-](F)(F)F.N=CC=CN 1,5-diaza-pentadiene tetrafluoroborate sodium salt